C1(CC1)C(C#CC=1C2=C(C(N(C1)C)=O)NC(=C2C=2OC(=NN2)C(CN2CCOCC2)C)C)(C)O 4-(3-cyclopropyl-3-hydroxy-but-1-ynyl)-2,6-dimethyl-3-[5-(1-methyl-2-morpholino-ethyl)-1,3,4-oxadiazol-2-yl]-1H-pyrrolo[2,3-c]pyridin-7-one